7-hydroxy-4-azaspiro[2.5]octane-4-carboxylic acid, 1,1-dimethylethyl ester OC1CCN(C2(CC2)C1)C(=O)OC(C)(C)C